FC1([C@@H](C[C@H]2C[C@@H]([C@H]3[C@@H]4CC[C@H]([C@@H](CCC(=O)NCCCS(=O)(=O)CCCNC(CC[C@@H](C)[C@H]5CC[C@H]6[C@@H]7[C@H](C[C@@H]8C[C@H](C(C[C@]8(C)[C@H]7CC[C@]56C)(F)F)O)O)=O)C)[C@]4(CC[C@@H]3[C@]2(C1)C)C)O)O)F N-(2,2-Difluoro-3β,7β-dihydroxy-5β-cholan-24-oyl)-2-aminoethylmethylsulfon